benzyl 3-cyano-3-trimethylsilyloxy-pyrrolidine-1-carboxylate C(#N)C1(CN(CC1)C(=O)OCC1=CC=CC=C1)O[Si](C)(C)C